4-henicosyloxy-2,2,6,6-tetramethylpiperidin-1-ol C(CCCCCCCCCCCCCCCCCCCC)OC1CC(N(C(C1)(C)C)O)(C)C